FC1CN(C1)CC1=CC(=C2CNC(C2=C1)=O)C(F)(F)F 6-((3-fluoroazetidin-1-yl)methyl)-4-(trifluoromethyl)isoindolin-1-one